C(#N)C(C)N1C(=NC(=C1CCCC#N)CCCC#N)C1=CC=CC=C1 1-cyanoethyl-2-phenyl-4,5-bis(cyanoethylmethyl)imidazole